C1(CC1)C1=C(C=C(C(=C1)CN1CCC2(CN(C(O2)=O)C2=CC=C(C=C2)CS(=O)(=O)O)CC1)OCC)C1=CC=C(C=C1)F (4-(8-((2-cyclopropyl-5-ethoxy-4'-fluoro-[1,1'-biphenyl]-4-yl)methyl)-2-oxo-1-oxa-3,8-diazaspiro[4.5]decan-3-yl)phenyl)methanesulphonic acid